The molecule is an organic cation resulting from the conversion of the carboxylate group of tetramethylrhodamine to the corresponding ethyl ester. It has a role as a fluorochrome. It is an organic cation and a xanthene dye. It derives from a tetramethylrhodamine. CCOC(=O)C1=CC=CC=C1C2=C3C=CC(=[N+](C)C)C=C3OC4=C2C=CC(=C4)N(C)C